NC1=CC=C(C=N1)[C@H]1N(C[C@@H](CC1)C)C(C(=O)NC=1C=C(C(=NC1)NC(OC(C)(C)C)=O)CC)=O |o1:7,10| Rel-tert-butyl N-[5-[[2-[(2S,5R)-2-(6-amino-3-pyridyl)-5-methyl-1-piperidyl]-2-oxo-acetyl]amino]-3-ethyl-2-pyridyl]carbamate